4-methoxybutyl acetate C(C)(=O)OCCCCOC